rac-(2R,5R)-2-(4-Fluorophenyl)-4-methoxy-5-methyl-piperidine FC1=CC=C(C=C1)[C@@H]1NC[C@H](C(C1)OC)C |r|